(1r,4r)-N1-(6-(3-amino-4-fluorophenyl)-7-(phenylsulfonyl)-7H-pyrrolo[2,3-d]pyrimidin-2-yl)-N4,N4-dimethylcyclohexane-1,4-diamine NC=1C=C(C=CC1F)C1=CC2=C(N=C(N=C2)NC2CCC(CC2)N(C)C)N1S(=O)(=O)C1=CC=CC=C1